(3S)-3-[[4-[4-[4-[(2-chlorophenyl)sulfonylamino]-3-fluoro-phenoxy]-3-pyridyl]pyrimidin-2-yl]amino]piperidine-1-carboxylate ClC1=C(C=CC=C1)S(=O)(=O)NC1=C(C=C(OC2=C(C=NC=C2)C2=NC(=NC=C2)N[C@@H]2CN(CCC2)C(=O)[O-])C=C1)F